N-[[2-[(1-adamantylamino)methyl]-1H-indol-6-yl]methyl]-4-oxo-pyrido[1,2-a]pyrimidine-2-carboxamide C12(CC3CC(CC(C1)C3)C2)NCC=2NC3=CC(=CC=C3C2)CNC(=O)C=2N=C3N(C(C2)=O)C=CC=C3